cis-5-dodecenate C(CCC\C=C/CCCCCC)(=O)[O-]